C(C)(C)(C)OC(=O)NC=1N=C(N(C1)C)C(=O)NC=1C=C(N(C1)C)C(=O)N1C=CC2=CC(=CC=C12)NC(OCC=C)=O allyl (1-(4-(4-((tert-butoxycarbonyl)amino)-1-methyl-1H-imidazole-2-carboxamido)-1-methyl-1H-pyrrole-2-carbonyl)-1H-indol-5-yl)carbamate